6,7-dichloro-3-((3-hydroxycyclobutyl)methyl)-1,3,4,9-tetrahydro-[1,2,6]thiadiazino[4,3-g]indole 2,2-dioxide ClC=1C=2C(=CNC2C2=C(C1)CN(S(N2)(=O)=O)CC2CC(C2)O)Cl